O1[C@@H](CC1)CN1C(=NC2=C1C=C(C=C2)C(=O)OC(C)(C)C)CN2CC1=CC(=CC=C1CC2)CCC2=CC=CC=C2 tert-butyl (S)-1-((oxetan-2-yl) methyl)-2-((7-phenethyl-3,4-dihydroisoquinolin-2(1H)-yl) methyl)-1H-benzo[d]imidazole-6-carboxylate